COC1=CC=C(C=C1)C(OC[C@@]12COC([C@@H](O1)N1C3=NC=NC(=C3N=C1)N(C(C1=CC=CC=C1)=O)C(C)C)C2OP(N(C(C)C)C(C)C)OCCC#N)(C2=CC=CC=C2)C2=CC=C(C=C2)OC N-[9-[(4R,6R)-4-[[bis(4-methoxyphenyl)-phenyl-methoxy]methyl]-7-[2-cyanoethoxy-(diisopropylamino)phosphanyl]oxy-2,5-dioxabicyclo[2.2.1]heptan-6-yl]purin-6-yl]-N-isopropyl-benzamide